COC=1C=C(C=C(C1)C=1SC=C(C1)C)NC1=CC(=NC2=CC=CC=C12)C N-(3-Methoxy-5-(4-Methylthiophen-2-yl)phenyl)-2-methylquinolin-4-amine